N-(1-(3-nitro-5-(trifluoromethyl)phenyl)ethylidene)propane-2-sulfinamide [N+](=O)([O-])C=1C=C(C=C(C1)C(F)(F)F)C(C)=NS(=O)C(C)C